3-(trifluoromethoxy)chlorobenzene C1=CC(=CC(=C1)Cl)OC(F)(F)F